(E)-9-[2-ethoxycarbonyl-vinyl]-2-oxo-1-[3-(trifluoromethyl)phenyl]-1,2-dihydrobenzo[h][1,6]naphthyridine C(C)OC(=O)/C=C/C1=CC=2C(=NC=C3C=CC(N(C23)C2=CC(=CC=C2)C(F)(F)F)=O)C=C1